ONCC1=CC=CC=C1 HYDROXYBENZYLAMINE